4,4-bis(octyloxy)butanoic acid 7-bromoheptyl ester BrCCCCCCCOC(CCC(OCCCCCCCC)OCCCCCCCC)=O